C(=C\C)/B(O)O (1E)-prop-1-en-1-ylboronic acid